picolinide hydrochloride Cl.[N-]1C(C=CC=C1)C